COC(C(=CC1=CC=CC=C1)C=1N=NN(C1)CC1=C(C=CC=C1)OC)=O (1-(2-methoxybenzyl)-1H-1,2,3-triazol-4-yl)cinnamic acid methyl ester